C(C)(C)(C)OC(NCCCCCC#CC1=CC2=C(N(C(N2C)=O)C2C(NC(CC2)=O)=O)C=C1)=O [7-[1-(2,6-Dioxopiperidin-3-yl)-3-methyl-2-oxo-1,3-benzodiazol-5-yl]hept-6-yn-1-yl]carbamic acid tert-butyl ester